2-(4-{5-Cyclopropyl-1H-pyrazolo[3,4-b]pyridin-3-yl}piperidine-1-carbonyl)-5-(trifluoromethoxy)aniline C1(CC1)C=1C=C2C(=NC1)NN=C2C2CCN(CC2)C(=O)C2=C(N)C=C(C=C2)OC(F)(F)F